N-(3,3-dimethyl-2-(2,2,2-trifluoroacetyl)-1,2,3,4-tetrahydroisoquinolin-7-yl)-5-(2-fluoropyridin-3-yl)-1H-indazole-3-carboxamide CC1(N(CC2=CC(=CC=C2C1)NC(=O)C1=NNC2=CC=C(C=C12)C=1C(=NC=CC1)F)C(C(F)(F)F)=O)C